2-(2-(diethylamino)ethylthio)-3H-pyrazolo[1,5-a][1,3,5]triazin-4-one C(C)N(CCSC1=NC=2N(C(N1)=O)N=CC2)CC